C(C)N(C(C(CO)C1=CC=CC=C1)=O)CC1=CC=NC=C1 N-Ethyl-N-(4-picolyl)-alpha-hydroxymethyl-phenylacetamide